COC1=C(C(=O)O)C=CC(=C1)C#CC1=C(C=CC=C1)NS(=O)(=O)C1=CC=C(C2=CC=CC=C12)OC 2-methoxy-4-{2-[2-(4-methoxynaphthalene-1-sulfonamido)phenyl]ethynyl}benzoic acid